C(CCC)C1C(=NN(C1(C(=O)NCCCC(CO)(C)C)C)C1=C(C=C(C=C1)F)F)C1=C(C=C(C=C1)F)F 4-butyl-1,3-bis(2,4-difluorophenyl)-N-(5-hydroxy-4,4-dimethylpentyl)-5-methyl-4,5-dihydro-1H-pyrazole-5-carboxamide